3,3-dicyclopropyl-N-[4-(3,5-dimethyl-1H-pyrazol-4-yl)phenyl]-2-[5-(2-isopropylpyrazol-3-yl)-1H-imidazol-2-yl]propanamide C1(CC1)C(C(C(=O)NC1=CC=C(C=C1)C=1C(=NNC1C)C)C=1NC(=CN1)C=1N(N=CC1)C(C)C)C1CC1